C(C)(C)(C)OC(=O)N1CC=2N(CCC1)N=C(C2)C(NC2CC2)=O (cyclopropylcarbamoyl)-7,8-dihydro-4H-pyrazolo[1,5-a][1,4]diazepine-5(6H)-carboxylic acid tert-butyl ester